zinc iodide salt [I-].[Zn+2].[I-]